N1(CCC1)C1CN(C1)C[C@@H](C1=CC=C(C=C1)F)NS(=O)(=O)C1=CC=C(C=C1)OC(F)(F)F (R)-N-(2-([1,3'-biazetidin]-1'-yl)-1-(4-fluorophenyl)ethyl)-4-(trifluoromethoxy)benzenesulfonamide